4-(4-diphenylphosphinophenyl)o-phenylenediamine C1(=CC=CC=C1)P(C1=CC=C(C=C1)C1=CC(=C(C=C1)N)N)C1=CC=CC=C1